CCCCCCCCCCCCCC/C=C\\OC[C@H](COP(=O)([O-])OCC[NH3+])OC(=O)CCC/C=C\\C/C=C\\C/C=C\\C/C=C\\CCCCC The molecule is a 1-(Z)-alk-1-enyl-2-acyl-sn-glycero-3-phosphoethanolamine zwitterion in which the alk-1-enyl and acyl groups are specified as (1Z-hexadecenyl) and arachidonoyl respectively. It is a 1-(Z)-alk-1-enyl-2-acyl-sn-glycero-3-phosphoethanolamine zwitterion and a 1-O-(1Z-hexadecenyl)-2-acyl-sn-glycero-3-phosphoethanolamine zwitterion. It is a tautomer of a 1-(1Z-hexadecenyl)-2-arachidonoyl-sn-glycero-3-phosphoethanolamine.